C(#N)C1=NC2=CC(=CC(=C2N=C1C1=CC(=CC=C1)C#N)[C@@H](C)NC1=C(C(=O)O)C=CC=C1)C (R)-2-((1-(2-cyano-3-(3-cyanophenyl)-7-methylquinoxalin-5-yl)ethyl)-amino)benzoic acid